(S)-4-(6-(2,6-difluoro-3-hydroxyphenyl)-2-((pyrrolidin-3-ylmethyl)amino)quinazolin-4-yl)-2-fluorobenzonitrile FC1=C(C(=CC=C1O)F)C=1C=C2C(=NC(=NC2=CC1)NC[C@@H]1CNCC1)C1=CC(=C(C#N)C=C1)F